3-chloropropyl(4-bromo-2-fluorophenyl) carbamate C(N)(OC1=C(C(=C(C=C1)Br)CCCCl)F)=O